N-((S)-1-((R)-6-bromo-2,3-dihydro-1H-inden-1-yl)-2-((2-fluoro-4-((S)-1-(methyl(2,2,2-trifluoroethyl)amino)-1-oxopropan-2-yl)phenyl)amino)-2-oxoethyl)-1-ethyl-1H-pyrazole-5-carboxamide BrC1=CC=C2CC[C@H](C2=C1)[C@@H](C(=O)NC1=C(C=C(C=C1)[C@@H](C(=O)N(CC(F)(F)F)C)C)F)NC(=O)C1=CC=NN1CC